N1=CC=CC=C1 mono-aza-benzene